ClC1=CC(=C(C=C1)[C@@]1(OC2=C(C=CC=C2C=C1F)C1CCN(CC1)CO)[2H])F (4-((S)-2-(4-chloro-2-fluorophenyl)-3-fluoro-2H-chromen-8-yl-2-d)piperidin-1-yl)methanol